C1(CC1)C1CN(C=2N(C1)C=C(N2)C(=O)N2C[C@H]([C@@]1(CC2)NCC2=CC=CC=C2C1)O)CCOC [6-cyclopropyl-8-(2-methoxyethyl)-5,6,7,8-tetrahydroimidazo[1,2-a]pyrimidin-2-yl][(3R,3'R)-3'-hydroxy-1,4-dihydro-1'H,2H-spiro[isoquinoline-3,4'-piperidin]-1'-yl]methanone